CC(C#C)(CCC1=C(CCCC1(C)C)C)O 3-methyl-5-(2,6,6-trimethylcyclohex-1-en-1-yl)pent-1-yn-3-ol